N-(methylaminothioformyl)-2-(m-tolyl)-2-(4-(trifluoromethyl)pyridin-2-yl)acetamide CNC(=S)NC(C(C1=NC=CC(=C1)C(F)(F)F)C=1C=C(C=CC1)C)=O